ethyl-myristamide C(C)C(C(=O)N)CCCCCCCCCCCC